2-[(4S)-4-amino-2-hydroxy-pentyl]-6-bromo-7-fluoro-isoquinolin-1-one N[C@H](CC(CN1C(C2=CC(=C(C=C2C=C1)Br)F)=O)O)C